(5-toluenesulfonyloxyimino-5H-thiophen-2-ylidene)-2-methylphenylacetonitrile C(C1=CC=CC=C1)S(=O)(=O)ON=C1C=CC(S1)=C(C#N)C1=C(C=CC=C1)C